C(C)(C)(C)OC(=O)N1CC2(CCC(C1)C2)COS(=O)(=O)C.C(C2=CC=CC=C2)N2C=NC1=C2C=C(C=C1)C1=NNC(=C1)NC(C1=CC=C(C=C1)N1CCNCC1)=O N-(3-(1-benzyl-1H-benzo[d]imidazol-6-yl)-1H-pyrazol-5-yl)-4-(piperazin-1-yl)benzamide tert-butyl-1-(((methylsulfonyl)oxy)methyl)-3-azabicyclo[3.2.1]octane-3-carboxylate